(2,4,6-trimethyl-benzyl)hydrazine CC1=C(CNN)C(=CC(=C1)C)C